NC=1C(=NC(=CC1C)C(F)(F)F)/C=C/C(=O)OCC ethyl (E)-3-(3-amino-4-methyl-6-(trifluoromethyl)pyridin-2-yl)acrylate